C(#N)C=1C=C(C=CC1F)NC(=O)N1CC=2C(=NN3C2C(CCC(C3)(C=C)O)(F)F)CC1 N-(3-Cyano-4-fluorophenyl)-11,11-difluoro-8-hydroxy-8-vinyl-3,4,8,9,10,11-hexahydro-1H-pyrido[4',3':3,4]pyrazolo[1,5-a]azepine-2(7H)-carboxamide